(S)-ethyl({2-[4-(1H-imidazol-5-yloxy)-1H-indol-3-yl]ethyl})-methylazanium C(C)[NH+](C)CCC1=CNC2=CC=CC(=C12)OC1=CN=CN1